ClC1=C(C=C(C=C1)F)C1NC(C=2C1=C(C=C1C(=NNC21)OC)NC(C2=CC(=CC(=C2)F)C(F)(F)F)=O)=O N-[6-(2-chloro-5-fluorophenyl)-3-methoxy-8-oxo-1,6,7,8-tetrahydropyrrolo[4,3-g]indazol-5-yl]-5-fluoro-3-(trifluoromethyl)benzamide